BrC1=C2N=CC=NC2=C(C=C1)C(F)(F)F 5-bromo-8-(trifluoromethyl)quinoxaline